C(CCCCCCCCCC)C1=CC=C(C=C1)[I+]C1=CC=C(C=C1)CCCCCCCCCCC bis(4-undecylphenyl)iodonium